COC=1C(=C(C(=CC1)C1=CC=CC=C1)C=O)OC dimethoxy-[1,1'-biphenyl]-2-carbaldehyde